ClC=1C2=C(N=CN1)N(C=C2I)CC#C 4-chloro-5-iodo-7-(prop-2-yn-1-yl)-7H-pyrrolo[2,3-d]Pyrimidine